1-((3S,4R)-4-(3,4-difluorophenyl)-1-(2-methoxyethyl)pyrrolidin-3-yl)-3-(1'-ethyl-4-methyl-1-phenyl-1H,1'H-[3,4'-bipyrazol]-5-yl)urea FC=1C=C(C=CC1F)[C@H]1[C@@H](CN(C1)CCOC)NC(=O)NC1=C(C(=NN1C1=CC=CC=C1)C=1C=NN(C1)CC)C